CN(CCN(C1=C(C=C(C(=C1)OCCOC)NC1=NC=CC(=N1)N1C(N(C2=C1C=CC=C2)C)=O)NC(C=C)=O)C)C N-{2-[(2-dimethylamino-ethyl)-methyl-amino]-4-(2-methoxy-ethoxy)-5-[4-(3-methyl-2-oxo-2,3-dihydro-benzoimidazol-1-yl)-pyrimidin-2-ylamino]-phenyl}-acrylamide